SC1=NSN=C1S 3,4-dImercapto-1,2,5-thiadiazole